ClC=1C=C(C=CC1)C=1C(=NC=2N(C1C=1C=NNC1)N=C(C2C2CC2)C(=O)N)N2CC1=CC=CC=C1C2 (3-chlorophenyl)-3-cyclopropyl-5-(isoindolin-2-yl)-7-(1H-pyrazol-4-yl)pyrazolo[1,5-a]pyrimidine-2-carboxamide